BrC=1C(=CC(=NC1)N)OC 5-bromo-4-methoxypyridin-2-amine